6-[[1-(2,6-dioxopiperidin-3-yl)-3-methyl-2-oxo-1,3-benzodiazol-5-yl]amino]hexanoic acid O=C1NC(CCC1N1C(N(C2=C1C=CC(=C2)NCCCCCC(=O)O)C)=O)=O